methyl 8-[4-(4-methylpiperazin-1-yl)benzamido]quinoline-5-carboxylate hydrochloride Cl.CN1CCN(CC1)C1=CC=C(C(=O)NC2=CC=C(C=3C=CC=NC23)C(=O)OC)C=C1